7-(1-(2-Fluoro-6-methylphenyl)piperidin-4-yl)-3-methyl-5-((2-(trifluoromethoxy)pyridin-3-yl)methyl)pyrido[2,3-b]pyrazin-6(5H)-one FC1=C(C(=CC=C1)C)N1CCC(CC1)C1=CC=2C(=NC(=CN2)C)N(C1=O)CC=1C(=NC=CC1)OC(F)(F)F